F[B-](F)(F)F.N1=CC2=C3C(C=CC=C13)=CC=C2 benzo[cd]indole tetrafluoroborate